6-(1-((5-methoxy-7-methyl-1H-indol-4-yl)methyl)-4-methylpiperazin-2-yl)-1,2-dihydro-3H-indazol-3-one COC=1C(=C2C=CNC2=C(C1)C)CN1C(CN(CC1)C)C1=CC=C2C(NNC2=C1)=O